(1s,4s)-4-((5-(3-chloroimidazo[1,2-a]pyrimidin-6-yl)pyrrolo[2,1-f][1,2,4]triazin-2-yl)amino)-1-methylcyclohexane-1-ol ClC1=CN=C2N1C=C(C=N2)C=2C=CN1N=C(N=CC12)NC1CCC(CC1)(O)C